tert-butyl 1'-((3-(3-((4-methyl-4H-1,2,4-triazol-3-yl)methyl)oxetan-3-yl)phenyl)carbamoyl)-1',2'-dihydrospiro[piperidine-4,3'-pyrrolo[2,3-b]pyridine]-1-carboxylate CN1C(=NN=C1)CC1(COC1)C=1C=C(C=CC1)NC(=O)N1CC2(C=3C1=NC=CC3)CCN(CC2)C(=O)OC(C)(C)C